[3-[4-Amino-3-(trifluoromethyl)pyrazol-1-yl]phenyl]methanol aluminum chloride [Al](Cl)(Cl)Cl.NC=1C(=NN(C1)C=1C=C(C=CC1)CO)C(F)(F)F